C(C)(=O)O[C@H]1[C@@H]2C(C(C([C@H]([C@H]1OC(C1=CC=CC=C1)(C1=CC=C(C=C1)OC)C1=CC=C(C=C1)OC)N2C)C)O)C (1R,5S,6S,7R)-7-(Bis(4-methoxyphenyl)(phenyl)methoxy)-2,4,8-trimethyl-3-hydroxy-8-azabicyclo[3.2.1]octan-6-yl acetate